(2-(acridin-9-yl)vinyl)-[2,2'-bithiophene] C1=CC=CC2=NC3=CC=CC=C3C(=C12)C=CC1=C(SC=C1)C=1SC=CC1